ClC=1C=C(C=CC1Cl)N1N=C(C=C1C)OCCN1CCCCC1 1-{2-[1-(3,4-dichlorophenyl)-5-methyl-1H-pyrazol-3-yloxy]ethyl}piperidine